1-(2-(difluoromethoxy)ethyl)-4-methoxybenzene FC(OCCC1=CC=C(C=C1)OC)F